(R)-N2-(5-methylthiazol-2-yl)-4-(morpholinomethyl)-N6-(piperidin-3-yl)pyridine-2,6-diamine CC1=CN=C(S1)NC1=NC(=CC(=C1)CN1CCOCC1)N[C@H]1CNCCC1